(1-cyclobutyl-3-(pyridin-2-yl)-1H-pyrazol-4-yl)-2-(1H-pyrazol-4-yl)oxazole-4-carboxamide C1(CCC1)N1N=C(C(=C1)C1=C(N=C(O1)C=1C=NNC1)C(=O)N)C1=NC=CC=C1